1-(3,3-Dimethylbutyl)-3-(2-fluoro-4-methyl-5-(8-morpholinoimidazo[1,2-a]pyridin-6-yl)phenyl)-1-methylurea CC(CCN(C(=O)NC1=C(C=C(C(=C1)C=1C=C(C=2N(C1)C=CN2)N2CCOCC2)C)F)C)(C)C